(2R)-tert-butyl 2-methyl-3-oxopiperazin-1-yl-carboxylate C[C@H]1N(CCNC1=O)C(=O)OC(C)(C)C